C(#N)CN1N=C2C(N(C(C=C2N2C[C@H](N(C[C@@H]2C)C(C)C2=CC=C3C=CC(=CC3=C2)C#N)C)=O)C)=C1 7-(1-((2R,5S)-4-(2-(cyanomethyl)-4-methyl-5-oxo-4,5-dihydro-2H-pyrazolo[4,3-b]pyridin-7-yl)-2,5-dimethylpiperazin-1-yl)ethyl)-2-naphthonitrile